BrC1=C(C(=CC=C1)C1=CC(=CC(=C1)C([2H])([2H])[2H])C([2H])([2H])[2H])N 3-bromo-3',5'-bis(methyl-d3)-(1,1'-biphenyl)-2-amine